FC(C=1C=C(N=NC1C1=C(C(=CC(=C1)F)F)F)NC1C[C@@H]2[C@@H](CN(C2)C([2H])([2H])C2CCOCC2)C1)F (3aR,5s,6aS)-N-(5-(difluoromethyl)-6-(2,3,5-trifluorophenyl)pyridazin-3-yl)-2-((tetrahydro-2H-pyran-4-yl)methyl-d2)octahydrocyclopenta[c]pyrrol-5-amine